FC=1C=C(C=C(C1)OC(C)C)C1=CC=C(C=C1)CC=1C(=C(SC1C)C)C(=O)NC1CC2(CC(C2)C(=O)O)C1 6-(4-((3'-fluoro-5'-isopropoxy-[1,1'-biphenyl]-4-yl)methyl)-2,5-dimethylthiophene-3-carboxamido)spiro[3.3]heptane-2-carboxylic acid